1-(2,2-Dihydroxyethyl)-3-hydroxy-4-oxo-1,4-dihydropyridine-2,5-dicarboxylic acid OC(CN1C(=C(C(C(=C1)C(=O)O)=O)O)C(=O)O)O